C(C(C)C)(=O)OC=1C(=NC=CC1OC)C(N[C@H](C(=O)NC(=C(C1=CC=C(C=C1)Cl)C1=CC=C(C=C1)Cl)C)[C@H](CC)C)=O 2-(((2S,3S)-1-((1,1-bis(4-chlorophenyl)prop-1-en-2-yl)amino)-3-methyl-1-oxopentan-2-yl)carbamoyl)-4-methoxypyridin-3-yl isobutyrate